(R)-3-((3-bromophenyl)ethynyl)-3-hydroxy-1-methylpyrrolidin-2-one BrC=1C=C(C=CC1)C#C[C@]1(C(N(CC1)C)=O)O